N-[(4S,5S)-7-ethyl-4-(4-fluorophenyl)-3-methyl-6-oxo-1-[2-(trifluoromethyl)phenyl]-1H,4H,5H,6H,7H-pyrazolo[3,4-b]pyridin-5-yl]-3-(trifluoromethyl)benzamide C(C)N1C2=C([C@@H]([C@@H](C1=O)NC(C1=CC(=CC=C1)C(F)(F)F)=O)C1=CC=C(C=C1)F)C(=NN2C2=C(C=CC=C2)C(F)(F)F)C